CO[C@]1(CNCCC1)N1C(N(C=2C=NC=3C=CC=CC3C21)C)=O (R)-1-(3-methoxypiperidin-3-yl)-3-methyl-2H-imidazo[4,5-c]quinolin-2-one